C1N(CC2=CC=CC=C12)CC1=CC(C(=CO1)OCC1=CC=C(C=C1)S(=O)(=O)N)=O 4-(((6-(isoindolin-2-ylmethyl)-4-oxo-4H-pyran-3-yl)oxy)methyl)benzenesulfonamide